5,6-difluoropyridin FC=1C=CC=NC1F